N(=[N+]=[N-])C(CCC(=O)N)CC[Si](C1=CC=CC=C1)(C)C 4-azido-6-(dimethyl-(phenyl)silyl)hexanamide